C(C)(C)(C)OC(=O)N1CC(C1)OC(C)C1=CC=C(C=C1)C(F)(F)F 3-[1-[4-(trifluoromethyl)phenyl]ethoxy]azetidine-1-carboxylic acid tert-butyl ester